Cl.[C@H]12CNC[C@H](CC1)N2C2=CC=C(C=N2)N2N=CC=1C2=NN2C1C=CC(=C2)OCC (6-((1R,5S)-3,8-diazabicyclo[3.2.1]octan-8-yl)pyridin-3-yl)-6-ethoxy-1H-pyrazolo[3',4':3,4]pyrazolo[1,5-a]pyridine hydrochloride